1-(((5s,7s)-3-(3-cyclobutylisoxazol-5-yl)-7-methyl-2-oxo-1-oxa-3-azaspiro[4.5]decan-7-yl)methyl)-1H-benzo[d]imidazole-6-carbonitrile C1(CCC1)C1=NOC(=C1)N1C(O[C@]2(C1)C[C@@](CCC2)(C)CN2C=NC1=C2C=C(C=C1)C#N)=O